p-vinyl-benzyl-trimethyl-ammonium chloride [Cl-].C(=C)C1=CC=C(C[N+](C)(C)C)C=C1